2-(2,6-Dioxopiperidin-3-yl)-4-(((1-(4-fluorobenzyl)-1H-1,2,3-triazol-4-yl)methyl)amino)isoindoline-1,3-dione O=C1NC(CCC1N1C(C2=CC=CC(=C2C1=O)NCC=1N=NN(C1)CC1=CC=C(C=C1)F)=O)=O